1-(5-(difluoromethyl)-1,3,4-thiadiazol-2-yl)-4-(dimethylamino)-N-(3-methyloxetan-3-yl)-1H-indazole-6-sulfonamide FC(C1=NN=C(S1)N1N=CC2=C(C=C(C=C12)S(=O)(=O)NC1(COC1)C)N(C)C)F